C(CC)C1=C(C(=C(C=C1)Br)C1CCCCC1)C1CCCCC1 propyldicyclohexylbromobenzene